C(N)(=O)C1=C(N=C(N=N1)N1CC(CCC1)N1C(N(CC1)C)=O)NC1=CC(=C(C=C1)N1CCN(CC1)C(=O)[O-])F 4-(4-((6-carbamoyl-3-(3-(3-methyl-2-oxoimidazolin-1-yl)piperidin-1-yl)-1,2,4-triazin-5-yl)amino)-2-fluorophenyl)piperazin-1-carboxylate